7-Bromo-4-chloro-1H-indazol BrC=1C=CC(=C2C=NNC12)Cl